ethyl 2-(3-chloro-2-fluorophenyl)-1-hydroxymethyl-4-methyl-1H-imidazole-5-carboxylate ClC=1C(=C(C=CC1)C=1N(C(=C(N1)C)C(=O)OCC)CO)F